1,2-bis(triethoxysilyl)heptane C(C)O[Si](CC(CCCCC)[Si](OCC)(OCC)OCC)(OCC)OCC